3-[3-Methyl-2-oxo-5-[1-(4-piperidyl)-4-piperidyl]benzimidazol-1-yl]piperidine-2,6-dione CN1C(N(C2=C1C=C(C=C2)C2CCN(CC2)C2CCNCC2)C2C(NC(CC2)=O)=O)=O